CC1(C2C=CC(C1)C2)C(F)(F)F 5-methyl-5-trifluoromethyl-bicyclo[2.2.1]hept-2-ene